OCCCN1N=C(C2=C1C(N(CC2)CC2(CC2)S(=O)(=O)C2(CC2)C)=O)C(=O)OCC Ethyl 1-(3-hydroxypropyl)-6-((1-((1-methylcyclopropyl)sulfonyl)cyclopropyl)methyl)-7-oxo-4,5,6,7-tetrahydro-1H-pyrazolo[3,4-c]pyridine-3-carboxylate